methyl 4-(3-benzyloxybutyloxy)-2-methoxy-benzoate C(C1=CC=CC=C1)OC(CCOC1=CC(=C(C(=O)OC)C=C1)OC)C